FC1=CC=C(C=C1)N1C(N(C=C(C1=O)C(=O)O)CCCOC)=O 3-(4-fluorophenyl)-1-(3-methoxypropyl)-2,4-dioxo-1,2,3,4-tetrahydropyrimidine-5-carboxylic acid